divinyl-aniline C(=C)N(C1=CC=CC=C1)C=C